C(C1=CC=CC=C1)OC1=C2C=C(C(=NC2=CC=C1)Cl)OC 5-(benzyloxy)-2-chloro-3-methoxyquinoline